trans-4-[6-(butylamino)-3-[4-[(piperazin-1-yl)methyl]phenyl]-1H-pyrazolo[3,4-d]pyrimidin-1-yl]cyclohexan-1-ol hydrochloride Cl.C(CCC)NC1=NC=C2C(=N1)N(N=C2C2=CC=C(C=C2)CN2CCNCC2)[C@@H]2CC[C@H](CC2)O